4-(1-((3-cyanophenyl)sulfonyl)-1-fluoro-ethyl)-N-(isoxazol-3-yl)piperidine-1-carboxamide C(#N)C=1C=C(C=CC1)S(=O)(=O)C(C)(F)C1CCN(CC1)C(=O)NC1=NOC=C1